9-cyclopentenyltetracyclo[6.2.1.13,6.02,7]dodeca-4-ene C1(=CCCC1)C1C2C3C4C=CC(C3C(C1)C2)C4